CC1=C[C@@H]2[C@H](C(OC=3C=C(C=C(C23)O)CCCCCCCCCCC)=C)CC1 (6Ar,10aR)-9-methyl-6-methylidene-3-undecyl-6a,7,8,10a-tetrahydrobenzo[c]chromen-1-ol